Iron Cyanide [Fe](C#N)C#N